5-(3,5-dihydroxyphenyl)-N-ethyl-2-(4-(trifluoromethyl)phenyl)Oxazole-4-carboxamide OC=1C=C(C=C(C1)O)C1=C(N=C(O1)C1=CC=C(C=C1)C(F)(F)F)C(=O)NCC